tert-Butyl 4-{[(2,4-difluorophenyl)methyl]amino}piperidine-1-carboxylate FC1=C(C=CC(=C1)F)CNC1CCN(CC1)C(=O)OC(C)(C)C